perfluoro-n-hexadecyl-sulfonic acid FC(C(C(C(C(C(C(C(C(C(C(C(C(C(C(C(F)(F)F)(F)F)(F)F)(F)F)(F)F)(F)F)(F)F)(F)F)(F)F)(F)F)(F)F)(F)F)(F)F)(F)F)(F)F)(S(=O)(=O)O)F